2-(2H-benzotriazol-yl)-4,6-di-tert-amylphenol N=1N(N=C2C1C=CC=C2)C2=C(C(=CC(=C2)C(C)(C)CC)C(C)(C)CC)O